BrC=1C(=NC2=CC(=CC(=C2C1)C(C)O)C)C#N 3-bromo-5-(1-hydroxyethyl)-7-methylquinoline-2-carbonitrile